O.C(C=CC)(=O)N but-2-enamide monohydrate